(3-(2-(6-(Difluoromethyl)imidazo[1,2-a]pyrazin-3-yl)pyrimidin-4-yl)phenyl)methanol FC(C=1N=CC=2N(C1)C(=CN2)C2=NC=CC(=N2)C=2C=C(C=CC2)CO)F